FC1=C(C=C(C=C1)F)C1=C(C=C(C=C1)C1=NNC(OC1)=O)C(F)(F)F 5-[2',5'-Difluoro-2-(trifluoromethyl)biphenyl-4-yl]-3,6-dihydro-2H-1,3,4-oxadiazin-2-one